COC=1C=CC2=CN(N=C2C1)[C@@H](C(=O)O)C1=CC=CC=C1 |r| (2RS)-2-(6-methoxyindazol-2-yl)-2-phenyl-acetic acid